(E)-2-{2-[3-(pyrimidin-2-yloxy)phenoxy]phenyl}-3-methoxyacrylic acid methyl ester COC(\C(=C\OC)\C1=C(C=CC=C1)OC1=CC(=CC=C1)OC1=NC=CC=N1)=O